1-(3-amino-6-(2,5-dimethyl-1,2,3,4-tetrahydroisoquinolin-7-yl)pyrazin-2-yl)-1H-pyrazol-4-ol NC=1C(=NC(=CN1)C1=CC(=C2CCN(CC2=C1)C)C)N1N=CC(=C1)O